CC[C@@H](CCCCC)O (S)-octan-3-ol